O[C@H]1[C@@H](O)[C@H](O)[C@H](O)CO1 beta-arabinose